C1=CC(=CC=C1/C=C\\C(=O)NCCCCN=C(N)N)O The molecule is a p-coumaroylagmatine in which the double bond of the coumaroyl component has Z-geochemistry. It derives from a cis-4-coumaric acid. It is a conjugate acid of a (Z)-p-coumaroylagmatine(1+).